3-oxo-2,3-dihydrobenzo[d]isothiazol-1,1-dioxide O=C1NS(C2=C1C=CC=C2)(=O)=O